FS(C1=CC=C(C=C1)C1=C2C=CC(=CC2=CC=C1)C(=O)O)(F)(F)(F)F 5-[4-(pentafluoro-sulfanyl)phenyl]naphthalene-2-carboxylic acid